ClCCC(=C(C1=CC=CC=C1)C1=CC=C(OCCN2CCC(CC2)CN2CC3CCC(C2)N3C=3C=C2C(N(C(C2=CC3)=O)C3C(NC(CC3)=O)=O)=O)C=C1)C1=CC=CC=C1 5-(3-((1-(2-(4-(4-chloro-1,2-diphenylbut-1-en-1-yl)phenoxy)ethyl)piperidin-4-yl)methyl)-3,8-diazabicyclo[3.2.1]octan-8-yl)-2-(2,6-dioxopiperidin-3-yl)isoindoline-1,3-dione